C(#N)C=1C=C2C(=NC1)N(N=C2)C2=CC(=C(C=N2)C(=O)OC(C)(C)C)NC2(CC2)C=NO tert-butyl 6-(5-cyanopyrazolo[3,4-b]pyridin-1-yl)-4-[[1-hydroxyiminomethylcyclopropyl]amino]pyridine-3-carboxylate